3-methyl-5-(N-(2-(4-(oxazol-5-carbonyl)piperazin-1-yl)phenyl)-N-phenethylsulfamoyl)benzofuran-2-carboxylic acid ethyl ester C(C)OC(=O)C=1OC2=C(C1C)C=C(C=C2)S(N(CCC2=CC=CC=C2)C2=C(C=CC=C2)N2CCN(CC2)C(=O)C2=CN=CO2)(=O)=O